1-(5-chloro-2-((8-(((1,1,1,3,3,3-hexafluoropropan-2-yl)oxy)carbonyl)-1,8-diazaspiro[4.5]decan-1-yl)methyl)phenyl)piperidine-4-carboxylic acid ClC=1C=CC(=C(C1)N1CCC(CC1)C(=O)O)CN1CCCC12CCN(CC2)C(=O)OC(C(F)(F)F)C(F)(F)F